C(C)(C)(C)NC1CN(CC1)C=1N=NC(=CN1)C1=C(C=C(C=C1)C=1C=C2C=NN(C2=CC1)C)O 2-{3-[3-(tert-butylamino)pyrrolidin-1-yl]-1,2,4-triazin-6-yl}-5-(1-methyl-1H-indazol-5-yl)phenol